Isoquinoline-5-amine C1=NC=CC=2C(=CC=CC12)N